2-(phenyl)benzimidazolium perchlorate Cl(=O)(=O)(=O)[O-].C1(=CC=CC=C1)C=1NC2=C([NH+]1)C=CC=C2